(2R,3R,4S,5R,6R)-2-(acetoxymethyl)-6-(allyloxy)tetrahydro-2H-pyran-3,4,5-triyl triacetate C(C)(=O)O[C@@H]1[C@H](O[C@H]([C@@H]([C@H]1OC(C)=O)OC(C)=O)OCC=C)COC(C)=O